3-Amino-3-[(5-acetamido-1-methoxy-1-oxopentan-2-yl)carbamoyl]propanoic acid NC(CC(=O)O)C(NC(C(=O)OC)CCCNC(C)=O)=O